CN1CCN(CC1)CCC1(NC(=NC(=N1)N1CCOCC1)N)N 4-(2-(4-methylpiperazin-1-yl)ethyl)-6-morpholino-1,3,5-triazine-2,4-diamine